5-(trifluoromethyl)indan-2-amine hydrochloride Cl.FC(C=1C=C2CC(CC2=CC1)N)(F)F